(S)-N-(1-(2-((1s,4R)-Bicyclo[2.2.1]heptan-1-ylamino)-2-oxoethyl)-2-oxo-1,2-dihydropyridin-3-yl)-N6-ethyl-2-(isonicotinamido)-5-oxohexandiamid C12(CCC(CC1)C2)NC(CN2C(C(=CC=C2)NC([C@H](CCC(C(=O)NCC)=O)NC(C2=CC=NC=C2)=O)=O)=O)=O